C(C)(C)(C)OC1=CC=C(C=C1)[Mg]Br p-tert-butoxyphenyl-magnesium bromide